[N+](=O)([O-])C1=CC=C(C=C1)N1C2=CC=CC=C2OC=2C=CC=CC12 10-(4-nitrophenyl)-phenoxazin